FC=1C(=C(C=CC1F)C(=O)N1CC(C1)(O)CNCCOC1=CC=CC=C1)NC1=C(C=C(C=C1)I)F 1-({3,4-difluoro-2-[(2-fluoro-4-iodophenyl)amino]Phenyl}carbonyl)-3-({[2-(Phenyloxy)ethyl]Amino}methyl)azetidin-3-ol